tert-butyl (R)-3-(methoxymethyl)-5-(trifluoromethyl)indoline-1-carboxylate COC[C@H]1CN(C2=CC=C(C=C12)C(F)(F)F)C(=O)OC(C)(C)C